C(CCCC[C@@H]1SC[C@@H]2NC(=O)N[C@H]12)(=O)O[C@H]1[C@@H](O[C@@H](C1)CO[Si](C1=CC=CC=C1)(C1=CC=CC=C1)C(C)(C)C)N1C=NC=2C(N)=NC=NC12 2'-O-biotinyl-3'-deoxy-5'-O-[(tert-butyl)-diphenylsilyl]Adenosine